N=1C(=CN2C1C=CC=C2)C(C)=O 1-[imidazo[1,2-a]pyridin-2-yl]ethan-1-one